NC1=NC(=CC(=N1)N1CC(C1)CO)C1=CC(=CC=C1)OC (1-(2-Amino-6-(3-methoxyphenyl)pyrimidin-4-yl)azetidin-3-yl)methanol